OCC(CCCCCCCCC(=O)O)(CCCCCCCCC(=O)O)C.FC(C1(CC1)C1=CC=C(C=C1)C1CN(C1)C(CCC)=O)(F)F 1-[3-[4-[1-(trifluoromethyl)cyclopropyl]phenyl]azetidin-1-yl]butan-1-one 2-(hydroxymethyl)-2-methylpropan-1,3-diyldioctanoate